(E)-N'-(4-chloro-3-iodopyridin-2-yl)-N,N-dimethylmethanimidamide ClC1=C(C(=NC=C1)/N=C/N(C)C)I